triphenyl(propan-2-yl)phosphanium bromide [Br-].C1(=CC=CC=C1)[P+](C(C)C)(C1=CC=CC=C1)C1=CC=CC=C1